4-(cyanomethyl)phthalonitrile C(#N)CC=1C=C(C(C#N)=CC1)C#N